C(#N)C1(CC(C(=O)N(C)OC)=CC=C1)OCC1=CC=CC=C1 3-cyano-3-(benzyloxy)-N-methoxy-N-methylbenzamide